sodium 4-vinyl-benzenesulfonate C(=C)C1=CC=C(C=C1)S(=O)(=O)[O-].[Na+]